tert-Butyl 5-[2-(methyl{2-[(5-{[4-(prop-2-en-1-yloxy)phenyl]amino}-pyrimidin-2-yl)oxy]ethyl}amino)ethoxy]-3,4-dihydroisoquinoline-2(1H)-carboxylate CN(CCOC1=C2CCN(CC2=CC=C1)C(=O)OC(C)(C)C)CCOC1=NC=C(C=N1)NC1=CC=C(C=C1)OCC=C